CC(C)(COP(=O)(O)OP(=O)(O)OC[C@@H]1[C@H]([C@H]([C@@H](O1)N2C=NC3=C(N=CN=C32)N)O)OP(=O)(O)O)[C@H](C(=O)NCCC(=O)NCCSC(=O)CC(=O)O)O The molecule is the S-malonyl derivative of coenzyme A. It has a role as an EC 2.3.1.21 (carnitine O-palmitoyltransferase) inhibitor, a metabolite, an Escherichia coli metabolite and a mouse metabolite. It derives from a coenzyme A. It is a conjugate acid of a malonyl-CoA(5-).